O1CCN(CC1)CCOCC=1C=C(NCC2=CC(=CC=C2)N2CCCC2)C=CC1 3-((2-morpholinoethoxy)methyl)-N-(3-(pyrrolidin-1-yl)benzyl)aniline